(4-azidobenzyl) sulfone N(=[N+]=[N-])C1=CC=C(CS(=O)(=O)CC2=CC=C(C=C2)N=[N+]=[N-])C=C1